1-deoxy-D-xylulose CC(=O)[C@@H](O)[C@H](O)CO